7-((2-(2,6-dioxopiperidin-3-yl)-5-fluoro-1-oxoisoindolin-4-yl)thio)-N,N-diisopropylheptanamide O=C1NC(CCC1N1C(C2=CC=C(C(=C2C1)SCCCCCCC(=O)N(C(C)C)C(C)C)F)=O)=O